S(=O)(=O)(C=1C(=C(C=CC1)O)N)C=1C(=C(C=CC1)O)N sulfonylbis(2-aminophenol)